C(=O)(OCC1=CC=CC=C1)N[C@@H](CC1=CC=C(C=C1)O)C(=O)O L-N-Cbz-tyrosine